bis(2-ethylhexyl) 3,5-dimethoxy-4-hydroxybenzylidenemalonate COC=1C=C(C=C(C(=O)OCC(CCCC)CC)C(=O)OCC(CCCC)CC)C=C(C1O)OC